[PH2](OC(CCCCCC)C)=O.[Nd] neodymium (1-methylheptyl) phosphinate